1-((2-oxa-5-azabicyclo[2.2.2]oct-5-yl)methyl)cyclopropane-1-carboxylic acid ethyl ester C(C)OC(=O)C1(CC1)CN1C2COC(C1)CC2